C(C)CC(CC(=O)[O-])=O.C(C)O[Al+]OCC diethoxyaluminum mono(ethylacetoacetate)